CN1C(C=C(C2=C1N=C(N=C2)NC=2C=CC(=C(C2)NC(CC)=O)N2CCN(CC2)C)C#C[Si](C(C)C)(C(C)C)C(C)C)=O N-[5-({8-Methyl-7-oxo-5-[2-(triisopropylsilyl)ethynyl]pyrido[2,3-d]pyrimidin-2-yl}amino)-2-(4-methylpiperazin-1-yl)phenyl]propanamide